CSC1=C(C(=O)O)C=CC(=C1)CCCCCCCC 2-(methylsulfanyl)-4-octylbenzoic acid